(2S)-2-({5-[(1S)-1-[(5-chloro-2-methylpyridin-3-yl)amino]ethyl]thiophen-2-yl}formamido)-3-cyclopentyl-N-(4-fluoro-3-methoxyphenyl)propanamide ClC=1C=C(C(=NC1)C)N[C@@H](C)C1=CC=C(S1)C(=O)N[C@H](C(=O)NC1=CC(=C(C=C1)F)OC)CC1CCCC1